3-(3-((1r,3r)-1-(2-(5-((6,7-difluoro-4-(methylsulfonyl)-1H-indol-5-yl)oxy)-2-fluorophenyl)-1H-imidazol-5-yl)-3-methoxy-3-methylcyclobutyl)phenyl)propanoic acid methyl ester COC(CCC1=CC(=CC=C1)C1(CC(C1)(C)OC)C1=CN=C(N1)C1=C(C=CC(=C1)OC=1C(=C2C=CNC2=C(C1F)F)S(=O)(=O)C)F)=O